The molecule is a methyl 3-{4-[2-hydroxy-3-(propan-2-ylamino)propoxy]phenyl}propanoate that has S configuration. The drug esmolol is a racemate comprising equimolar amounts of (R)- and (S)-esmolol. While the S enantiomer possesses all of the heart rate control, both the R and the S enantiomer contribute to lowering blood pressure. It is an enantiomer of a (R)-esmolol. CC(C)NC[C@@H](COC1=CC=C(C=C1)CCC(=O)OC)O